5-chloro-2-(4-(methylamino)butyl)-3-neopentylquinazolin-4(3H)-one bis-hydrochloride salt Cl.Cl.ClC1=C2C(N(C(=NC2=CC=C1)CCCCNC)CC(C)(C)C)=O